BrC1=CC2=C(N(C(=N2)[C@@H]2CCCC(N2C2=CC(=C(C=C2)F)F)=O)C2CCC(CC2)(F)F)C=C1 (S)-6-(5-bromo-1-(4,4-difluorocyclohexyl)-1H-benzo[d]imidazol-2-yl)-1-(3,4-difluorophenyl)piperidin-2-one